N-(5-((4-(2-(3-chloro-5-cyano-4-((5-(2-oxoethoxy)pentyl)oxy)phenyl)propan-2-yl)phenoxy)methyl)pyrimidin-2-yl)methanesulfonamide ClC=1C=C(C=C(C1OCCCCCOCC=O)C#N)C(C)(C)C1=CC=C(OCC=2C=NC(=NC2)NS(=O)(=O)C)C=C1